Diphenyl tridecyl phosphite P(OC1=CC=CC=C1)(OC1=CC=CC=C1)OCCCCCCCCCCCCC